C(CC(C)C)OC(CCCCCCCCCCC)=O lauric acid isoamyl ester